(1-(2,5-difluorophenyl)-2-methoxyethyl)-1H-pyrazolo[3,4-c]pyridine FC1=C(C=C(C=C1)F)C(COC)N1N=CC=2C1=CN=CC2